(R)-3-Bromo-N-(4-cyano-2-iodo-5-(trifluoromethyl)phenyl)-2-hydroxy-2-methylpropanamide BrC[C@](C(=O)NC1=C(C=C(C(=C1)C(F)(F)F)C#N)I)(C)O